4-(aminomethyl)-6-(5-ethoxypyridin-3-yl)phthalazin-1(2H)-one NCC1=NNC(C2=CC=C(C=C12)C=1C=NC=C(C1)OCC)=O